FC=1C=C(C(=NC1C1=CC2=C(OC(O2)(F)F)C=C1F)C(=O)OC)OC Methyl 5-fluoro-3-methoxy-6-(2,2,6-trifluorobenzo[d][1,3]dioxol-5-yl)picolinate